[5-[[(dimethyl)silyl]oxymethyl]-2-fluoro-phenyl]carbamic acid tert-butyl ester C(C)(C)(C)OC(NC1=C(C=CC(=C1)CO[SiH](C)C)F)=O